C(C1=CC=CC=C1)C=1NC(=NN1)C(=O)NC1=NC=CC(=C1)C1=C(C=CC(=C1)OCCN(CC)CC)C 5-benzyl-N-(4-(5-(2-(diethylamino)ethoxy)-2-methylphenyl)pyridin-2-yl)-4H-1,2,4-triazole-3-carboxamide